biphenyl-4-yl-m-tolyl-meth-anone C1(=CC=C(C=C1)C(=O)C=1C=C(C=CC1)C)C1=CC=CC=C1